COC(C(=O)C1=CC=CC=C1)O Methoxy-α-hydroxyacetophenone